FC=1C=C(C=C(C1)SC)[C@@H]1NCCC1 (2R)-2-(3-fluoro-5-(methylsulfanyl)phenyl)pyrrolidin